C(#N)C=1C=NN(C1)C1CC(NCC1)OC(C1=CC=CC=C1)=O (4-(4-cyano-1H-pyrazol-1-yl)piperidin-2-yl)benzoate